ICCOCCOCCF 1-iodo-2-[2-(2-fluoroethoxy)ethoxy]ethane